C(C)N1C(=C2C(=C1)CCC2)C(=O)N 2-ethyl-2,4,5,6-tetrahydrocyclopenta[c]pyrrole-1-carboxamide